3-((diethylamino)methyl)-5-(thiophen-2-ylmethylene)thiazolidine-2,4-dione C(C)N(CC)CN1C(SC(C1=O)=CC=1SC=CC1)=O